acetyl-4-methyl-glucuronic acid C(C)(=O)C(=O)[C@H](O)[C@@H](O)[C@](O)([C@H](O)C(=O)O)C